N1=C(C=CC=C1)C=1N=NC(=NN1)C1=NC=CC=C1 3,6-di-2-pyridinyl-1,2,4,5-tetrazine